2-methacryloyloxyadamantan C(C(=C)C)(=O)OC1C2CC3CC(CC1C3)C2